t-Butoxydiphenylvinylsilane C(C)(C)(C)O[SiH2]C=C(C1=CC=CC=C1)C1=CC=CC=C1